6-{6-[3-(tert-butylamino)pyrrolidin-1-yl]pyridazin-3-yl}-2-methyl-1-benzofuran-5-ol C(C)(C)(C)NC1CN(CC1)C1=CC=C(N=N1)C1=CC2=C(C=C(O2)C)C=C1O